1,3-dibromo-5-dodecylbenzene BrC1=CC(=CC(=C1)CCCCCCCCCCCC)Br